1-bromo-4-((1r,2r)-2-bromocyclopropyl)benzene BrC1=CC=C(C=C1)[C@@H]1[C@@H](C1)Br